F[C@@H]1[C@@H](CN(CC1)C(=O)OC(C)(C)C)O |o1:1,2| tert-butyl (3R*,4S*)-4-fluoro-3-hydroxypiperidine-1-carboxylate